2-(2,6-dimethoxypyridin-3-yl)-6-((methyl-d3)-amino)-9H-purine COC1=NC(=CC=C1C1=NC(=C2N=CNC2=N1)NC([2H])([2H])[2H])OC